C=1(C(=CC=CC1)C(=O)OCCCCC)C pentyl toluate